ClC=1C(=C(C(=CC1)F)C=1C(N(N=C(C1O)C)CC#C)=O)OCC1=CN=C(S1)Cl 4-[3-chloro-2-[(2-chlorothiazol-5-yl)methoxy]-6-fluoro-phenyl]-5-hydroxy-6-methyl-2-prop-2-ynyl-pyridazin-3-one